N-(cyclopropyl)thietane-3-amine C1(CC1)NC1CSC1